tetrahydro-2H-pyran-4-yl {[(2S,SR)-2-carbamoyl-3-methyl-7-oxo-1,6-diazabicyclo[3.2.1]oct-3-en-6-yl]oxy}(fluoro)acetate C(N)(=O)[C@H]1N2C(N([C@@H](C=C1C)C2)OC(C(=O)OC2CCOCC2)F)=O |&1:7|